C(C)(C)(C)C1=CC2=C(C3=CC=C(C=C3C(=C2C=C1)N(C1=CC=C(C=C1)C(C)C)C1=CC=CC=C1)C(C)(C)C)N(C1=CC=C(C=C1)C(C)C)C1=CC=CC=C1 2,6-di-t-butyl-N,N'-diphenyl-N,N'-bis(4-isopropylphenyl)anthracene-9,10-diamine